C[C@H]1C[C@]2(N([C@@H](C1)C2)C(=O)NC2=CC(=C(C=C2)C)C2=NN1C(C=N2)=CC=C1)C1=NC(=NO1)C (1R,3R,5S)-3-methyl-1-(3-methyl-1,2,4-oxadiazol-5-yl)-N-(4-methyl-3-(pyrrolo[2,1-f][1,2,4]triazin-2-yl)phenyl)-6-azabicyclo[3.1.1]heptane-6-carboxamide